bis(2-hydroxyethyl)acetic acid OCCC(C(=O)O)CCO